5-ethylbicyclo-[2.2.1]hept-2-ene C(C)C1C2C=CC(C1)C2